FC(OC1=C(C(=C(C=C1C1=NC2=C(N1C1(COC1)C)C=CC=C2)OC)O)O)F 3-(difluoromethoxy)-6-methoxy-4-(1-(3-methyloxetan-3-yl)-1H-benzo[d]imidazol-2-yl)benzene-1,2-diol